C(C)N(C1=CC=C(C=CC2(N(C3=CC(=CC=C3C=C2)N2CCN(CC2)C2=CC=NC=C2)C)C(CC(=O)SCCNC(CCNC([C@@H](C(COP(OP(OC[C@@H]2[C@H]([C@H]([C@@H](O2)N2C=NC=3C(N)=NC=NC23)O)OP(=O)(O)O)(=O)O)(=O)O)(C)C)O)=O)=O)C(=O)O)C=C1)CC 2-(4-(diethylamino)styryl)-1-methyl-7-(4-(4-pyridyl)-1-piperazinyl)quinolinesuccinyl-CoA